(2R,3S,4R,5R)-2-(acetoxymethyl)-5-(4-aminopyrrolo[2,1-f][1,2,4]triazin-7-yl)-5-cyano-4-hydroxytetrahydrofuran-3-yl 3-methylbutanoate CC(CC(=O)O[C@@H]1[C@H](O[C@@]([C@@H]1O)(C#N)C1=CC=C2C(=NC=NN21)N)COC(C)=O)C